CC1(OB(OC1(C)C)C=1C=NN(C1)C(C)(C)NC(OC(C)(C)C)=O)C tert-butyl (2-(4-(4,4,5,5-tetramethyl-1,3,2-dioxaborolan-2-yl)-1H-pyrazol-1-yl)propan-2-yl)carbamate